C12C(=C(C(C=C1)CC2)C(=O)O)C(=O)O.BrC=2C=C1C=NC(=NC1=CC2)C2CCN(CC2)C(C)=O 1-(4-(6-bromoquinazolin-2-yl)piperidin-1-yl)ethan-1-one bicyclo[2.2.2]octa-2,5-diene-2,3-dicarboxylate